C1(CC1)COC1=C(C=CC=2N1N=C(N2)NC2CCN(CC2)S(=O)(=O)C)C=2C=NNC2 5-(cyclopropylmethoxy)-N-(1-(methylsulfonyl)piperidin-4-yl)-6-(1H-pyrazol-4-yl)-[1,2,4]triazolo[1,5-a]pyridin-2-amine